C(C(C)C)(=O)O[C@H](C(=O)OCCC)C (-)-propyl (2S)-2-(isobutyryloxy)propanoate